tert-butyl (4-(4-chloropyridin-3-yl)-1,4-oxazepan-6-yl)(methyl)carbamate ClC1=C(C=NC=C1)N1CCOCC(C1)N(C(OC(C)(C)C)=O)C